BrC(Cl)(Cl)Cl monobromotrichloromethane